CC1CC2N(C(C1)C2)C(=O)NC2=CC(=C(C=C2)C)C=2N=NC=CC2 cis-3-methyl-N-(4-methyl-3-pyridazin-3-yl-phenyl)-6-azabicyclo[3.1.1]heptane-6-carboxamide